methyl 5-bromo-3-cyano-1-(2,2,2-trifluoroethyl)indole-6-carboxylate BrC=1C=C2C(=CN(C2=CC1C(=O)OC)CC(F)(F)F)C#N